COC(=O)C1=C(SC=C1C)C(C(CC)C1=CC=C(C=C1)F)=O 2-(2-(4-fluorophenyl)butyryl)-4-methylthiophene-3-carboxylic acid methyl ester